1-(3-isopropylcyclobutyl)-3-(isoquinolin-4-yl)-2-oxoimidazolidine-4-carbonitrile C(C)(C)C1CC(C1)N1C(N(C(C1)C#N)C1=CN=CC2=CC=CC=C12)=O